5-(6-chloro-5-(trifluoromethyl)pyridin-3-yl)-3-(2-(3,3-difluoroazetidin-1-yl)-2-oxoethyl)-3H-pyrrolo[2,3-d]pyrimidin-4(7H)-one ClC1=C(C=C(C=N1)C1=CNC=2N=CN(C(C21)=O)CC(=O)N2CC(C2)(F)F)C(F)(F)F